OCCN1C(C(C(CC1(C)C)O)C(C(=O)[O-])CC(=O)[O-])(C)C N-β-hydroxyethyl-2,2,6,6-tetramethyl-4-hydroxypiperidylsuccinat